C(C)(C)(C)C1=CC=C(C=C1)P(C1=CC=CC=C1)(C1=CC=C(C=C1)C(C)(C)C)=O bis(4-tert-butylphenyl)phenylphosphine oxide